C(CCCCCC)NC(=O)OC[C@@H]1[C@H]([C@@H]([C@H]([C@@H](OC)O1)O)O)O methyl 6-O-(N-heptylcarbamoyl)-alpha-D-glucopyranoside